[Si](C)(C)(C(C)(C)C)O[C@@H](CN(C(OC(C)(C)C)=O)C)COC1=CC(=CC=C1)C1=NC(=C(C(=N1)Cl)C)C=1C(=NOC1C)C tert-butyl (S)-2-(tert-butyldimethylsilyloxy)-3-(3-(4-chloro-6-(3,5-dimethylisoxazol-4-yl)-5-methyl-pyrimidin-2-yl)phenoxy)propyl(methyl)carbamate